hexadecyl 3-((4-imino-4-((4-octylphenyl)amino)butyl)thio)propanoate N=C(CCCSCCC(=O)OCCCCCCCCCCCCCCCC)NC1=CC=C(C=C1)CCCCCCCC